2-(5-phenylacetamido-1,2,4-thiadiazol-2-yl)ethylsulfide C1(=CC=CC=C1)CC(=O)NC1=NCN(S1)CCSCCN1SC(=NC1)NC(CC1=CC=CC=C1)=O